C(C(C)C)C(COC)CC(COC)CC(C)C 2,4-diisobutyl-1,5-dimethoxypentane